C(C)(C)(C)OC(=O)N1CCN(CC1)C1=NC=2C(CN(CC2C=C1)CC1=CC=CC=C1)C 4-(6-benzyl-8-methyl-5,6,7,8-tetrahydro-1,6-naphthyridin-2-yl)piperazine-1-carboxylic acid tert-butyl ester